ClC=1C(=NC2=CC(=C(N=C2C1NC(CO)C1=C(C=CC=C1)F)C=1C=NC(=CC1)P(=O)(C)C)F)C 2-({3-chloro-6-[6-(dimethylphosphoryl)pyridin-3-yl]-7-fluoro-2-methyl-1,5-naphthyridin-4-yl}amino)-2-(2-fluorophenyl)ethanol